FC1C2C=CC(CC1O)O2 2-fluoro-8-oxabicyclo[3.2.1]oct-6-en-3-ol